(4-(4-(2-Phenylpyrrolidin-1-yl)-7-((2-(trimethylsilyl)ethoxy)methyl)-7H-pyrrolo[2,3-d]pyrimidin-6-yl)phenyl)methanol C1(=CC=CC=C1)C1N(CCC1)C=1C2=C(N=CN1)N(C(=C2)C2=CC=C(C=C2)CO)COCC[Si](C)(C)C